Tertiary butylaminoethyl-silane C(C)(C)(C)NCC[SiH3]